(5'S,7'S,7a'R)-7'-hydroxy-5'-phenyl-1-(pyrazolo[1,5-a]pyrimidin-7-yl)tetrahydro-3'H-spiro[piperidine-4,2'-pyrrolo[2,1-b][1,3]oxazol]-3'-one O[C@H]1C[C@H](N2[C@@H]1OC1(C2=O)CCN(CC1)C1=CC=NC=2N1N=CC2)C2=CC=CC=C2